(E)-8-[4-[bis(tert-butoxycarbonyl)amino]-3-bromo-1-[(3R)-3-(tert-butoxycarbonyl-amino)butyl]pyrazolo[4,3-C]pyridin-7-yl]oct-7-enoic acid methyl ester COC(CCCCC\C=C\C=1C2=C(C(=NC1)N(C(=O)OC(C)(C)C)C(=O)OC(C)(C)C)C(=NN2CC[C@@H](C)NC(=O)OC(C)(C)C)Br)=O